C(C)(C)(C)OC(NC=1C=CC=C2C=NC=NC12)=O Quinazolin-8-ylcarbamic acid tert-butyl ester